BrC=1C=NN(C1C1=CC=CC=2N1C=NC2)C 5-(4-bromo-1-methyl-1H-pyrazol-5-yl)imidazo[1,5-a]pyridine